[N+](=O)([O-])C1=CC(=C(C(=C1)[N+](=O)[O-])O)C(C)CC 4,6-dinitro-2-sec-butyl-phenol